COC(=O)C1CCCCC1 CyclohexaneFormic acid methyl ester